(4-(6-((4-cyano-2-fluorobenzyl)oxy)pyridin-2-yl)-2-fluorobenzyl)-1-(cycloPropylmethyl)-1H-benzo[d]Imidazole-6-carboxylic acid C(#N)C1=CC(=C(COC2=CC=CC(=N2)C2=CC(=C(CC3=NC4=C(N3CC3CC3)C=C(C=C4)C(=O)O)C=C2)F)C=C1)F